3,3-bis(4-aminophenyl)quinuclidine tert-butyl-{(1R)-1-[3-(1,1-difluoro-3-methyl-2-oxobutyl)-2-fluorophenyl]ethyl}carbamate C(C)(C)(C)N(C(O)=O)[C@H](C)C1=C(C(=CC=C1)C(C(C(C)C)=O)(F)F)F.NC1=CC=C(C=C1)C1(CN2CCC1CC2)C2=CC=C(C=C2)N